C1(CCCCC1)NC=1C2=C(N=CN1)OC(=C2C=2C=C(C=CC2)NC(C=C)=O)C2=CC=C(C=C2)N2CCN(CC2)C N-{3-[4-(Cyclohexylamino)-6-[4-(4-methylpiperazin-1-yl)phenyl]-furo[2,3-d]pyrimidin-5-yl]phenyl}prop-2-enamide